O-Malonyl-L-homoserin C(CC(=O)O)(=O)OCC[C@H](N)C(=O)O